CC1[C@@H]([C@H]2[C@]34C=5C(=C(C=CC5C[C@H]([C@@H]3C1)NCC4)O)O2)O 4,5α-epoxy-7-methyl-3,6a-morphinandiol